Cl.NCC1=C(C(=CC=C1C=1C=NC=CC1)Cl)SC1=NC=CC=C1CO (2-{[2-(aminomethyl)-6-chloro-3-(pyridin-3-yl)phenyl]sulfanyl}pyridin-3-yl)methanol HCl salt